CN1C2=C(C=C1C(=O)NC=1C=C(C=CC1)CCC1=CC=C(OC3CCN(CC3)C(=O)OC(C)(C)C)C=C1)SC=C2 tert-Butyl 4-[4-[2-[3-[(4-methylthieno[3,2-b]pyrrole-5-carbonyl)amino]phenyl] ethyl]phenoxy]piperidine-1-carboxylate